4-bromo-2-((3,5-dichlorophenylimino)-methyl)phenyl isobutyrate C(C(C)C)(=O)OC1=C(C=C(C=C1)Br)C=NC1=CC(=CC(=C1)Cl)Cl